5-(2-methylthioethyl)-hydantoin CSCCC1C(NC(N1)=O)=O